ClC=1C=C(C(=O)N2CC3(CC2)CCN(CC3)C(=O)OC(C(F)(F)F)C(F)(F)F)C=C(C1)C(F)(F)F 1,1,1,3,3,3-Hexafluoropropan-2-yl 2-(3-chloro-5-(trifluoromethyl)benzoyl)-2,8-diazaspiro[4.5]decane-8-carboxylate